N-[4-(2-chlorophenyl)thiazol-2-yl]-4-morpholino-benzamide ClC1=C(C=CC=C1)C=1N=C(SC1)NC(C1=CC=C(C=C1)N1CCOCC1)=O